3-[(5-Bromo-pyridin-3-yl)-hydroxy-(4-isopropyl-phenyl)-methyl]-3-methyl-azetidine BrC=1C=C(C=NC1)C(C1(CNC1)C)(C1=CC=C(C=C1)C(C)C)O